C(CN(CC(=O)O)CC(=O)O)N(CC(O)=NO)CC(=O)O ethylenediaminetetraacetic acid oxime